((2S,3S,4S,5S)-3-(benzoyloxy)-4-hydroxy-5-(5-methyl-2,4-dioxo-3,4-dihydropyrimidin-1(2H)-yl)tetrahydrofuran-2-yl)methyl benzoate C(C1=CC=CC=C1)(=O)OC[C@@H]1O[C@@H]([C@H]([C@@H]1OC(C1=CC=CC=C1)=O)O)N1C(NC(C(=C1)C)=O)=O